CN([P@](OC[C@@H]1CN(C[C@@H](O1)N1C2=NC=NC(=C2N=C1)NC(C1=CC=CC=C1)=O)C(C1=CC=CC=C1)(C1=CC=CC=C1)C1=CC=CC=C1)(=O)Cl)C ((2S,6R)-6-(6-benzamido-9H-purin-9-yl)-4-tritylmorpholin-2-yl)methyl (R)-dimethylphosphoramidochloridate